P(=O)(OC[C@@H](COC(CCCCCCCCCCCCC)=O)OC(CCCCCCCCCCCCC)=O)(OCC(COC(C)=O)OC(C)=O)[O-] (R)-2,3-bis(tetradecanoyloxy)propyl (2,3-diacetoxypropyl) phosphate